FC(C=1C=C(C=NC1)N1CC(CC1)CC(=O)N)(F)F 1-(5-(trifluoromethyl)pyridin-3-yl)pyrrolidine-3-carboxyamide